N-(3-(3-cyanomorpholine-4-carbonyl)phenyl)-2,5-dimethylbenzenesulfonamide C(#N)C1N(CCOC1)C(=O)C=1C=C(C=CC1)NS(=O)(=O)C1=C(C=CC(=C1)C)C